(Z)-nonadecane CCCCCCCCCCCCCCCCCCC